(3S,20R)-20-(hydroxymethyl)-pregn-7-en-3-ol OC[C@H](C)[C@H]1CC[C@H]2C3=CCC4C[C@H](CC[C@]4(C)[C@H]3CC[C@]12C)O